Tert-butyl (S)-((4-((1-(4-bromophenyl)-2,2,2-trifluoroethyl)(methyl)carbamoyl)cyclohexyl)methyl)carbamate BrC1=CC=C(C=C1)[C@@H](C(F)(F)F)N(C(=O)C1CCC(CC1)CNC(OC(C)(C)C)=O)C